C12(CC(C1)C2)N2CCN(CC2)C2=C(C=CC=C2)NS(=O)(=O)C2=CC=C(C=C2)S(=O)(=O)N(C)C N1-(2-(4-(bicyclo[1.1.1]pentan-1-yl)piperazin-1-yl)phenyl)-N4,N4-dimethylbenzene-1,4-disulfonamide